2,2'-methylenebis-(6-(1-methylcyclohexyl)-p-cresol) C(C1=CC(=CC(=C1O)C1(CCCCC1)C)C)C1=CC(=CC(=C1O)C1(CCCCC1)C)C